4-(3-(2-((1-Methyl-1H-pyrazol-4-yl)amino)pyrimidin-4-yl)-8-azabicyclo[3.2.1]oct-2-ene-8-carbonyl)tetrahydro-2H-pyran CN1N=CC(=C1)NC1=NC=CC(=N1)C1=CC2CCC(C1)N2C(=O)C2CCOCC2